(3-((3-((3-hydroxypyrrolidin-1-yl)methyl)-1,7-naphthyridin-8-yl)amino)-2-methylphenyl)boronic acid hydrate O.OC1CN(CC1)CC=1C=NC2=C(N=CC=C2C1)NC=1C(=C(C=CC1)B(O)O)C